ClC1=CC=C2C(=N1)N(N=C2)C 6-Chloro-1-methyl-1H-pyrazolo[3,4-b]pyridin